(S)-5-(2-(6-((1,4-dioxan-2-yl)methoxy)-3-ethyl-4-hydroxypyridin-2-yl)ethyl)-2-methoxybenzonitrile O1[C@@H](COCC1)COC1=CC(=C(C(=N1)CCC=1C=CC(=C(C#N)C1)OC)CC)O